[1-(3-fluoro-4-methoxyphenyl)ethyl]-6-methyl-4-[(1-methylcyclopropyl)amino]furo[2,3-d]pyrimidine-5-carboxamide FC=1C=C(C=CC1OC)C(C)C=1N=C(C2=C(N1)OC(=C2C(=O)N)C)NC2(CC2)C